FC1NCCC2=CC=CC=C12 fluoro-3,4-dihydro-1H-isoquinoline